(R)-5-amino-N-methyl-N-(2-(trifluoromethyl)-5,8-dihydro-6H-pyrano[3,4-b]pyridin-5-yl)-6,8-dihydro-1H-furo[3,4-d]pyrrolo[3,2-b]pyridine-2-carboxamide NC1=C2C(=C3C(=N1)C=C(N3)C(=O)N([C@H]3COCC1=NC(=CC=C13)C(F)(F)F)C)COC2